5-bromo-2-((1-(4-(difluoromethyl)phenyl)-4-methyl-1H-1,2,3-triazol-5-yl)methoxy)pyridine BrC=1C=CC(=NC1)OCC1=C(N=NN1C1=CC=C(C=C1)C(F)F)C